ethyl 2-(2,4-difluorobenzylidene)butanoate FC1=C(C=C(C(=O)OCC)CC)C=CC(=C1)F